3-(2,4-dioxohexahydropyrimidin-1-yl)-1-methyl-indazol-6-one O=C1N(CCC(N1)=O)C=1NN(C2=CC(C=CC12)=O)C